3-(5-methyl-1,3-thiazol-2-yl)-5-[(3R)-tetrahydro-furan-3-yloxy]-N-{1-[5-(trifluoromethyl)-1,3,4-thiadiazol-2-yl]ethyl}benzamide CC1=CN=C(S1)C=1C=C(C(=O)NC(C)C=2SC(=NN2)C(F)(F)F)C=C(C1)O[C@H]1COCC1